C(C)(C)(C)OC(=O)N1[C@@H]([C@@H](CCC1)O)CO[Si](C1=CC=CC=C1)(C1=CC=CC=C1)C(C)(C)C (2r,3r)-2-[[tert-butyl-(diphenyl)silyl]oxymethyl]-3-hydroxy-piperidine-1-carboxylic acid tert-butyl ester